(2S,4R)-4-((tert-butyldimethylsilyl)oxy)-N-((S)-1-(4-(4-methylthiazol-5-yl)phenyl)ethyl)pyrrolidine-2-carboxamide [Si](C)(C)(C(C)(C)C)O[C@@H]1C[C@H](NC1)C(=O)N[C@@H](C)C1=CC=C(C=C1)C1=C(N=CS1)C